C1(CC1)CN(C1=CC(N(C=2C=CC(=NC12)C#N)C)=O)C1=CC=C(C=C1)N(C)C 8-((cyclopropylmethyl)(4-(dimethylamino)phenyl)amino)-5-methyl-6-oxo-5,6-dihydro-1,5-naphthyridine-2-carbonitrile